5-(((Tert-butyldiphenylsilyl)oxy)methyl)-3-(isoquinolin-4-yl)-2-oxoimidazolidine-4-carbonitrile [Si](C1=CC=CC=C1)(C1=CC=CC=C1)(C(C)(C)C)OCC1C(N(C(N1)=O)C1=CN=CC2=CC=CC=C12)C#N